2-(chloromethyl)-1-propyl-1H-benzo[d]imidazole ClCC1=NC2=C(N1CCC)C=CC=C2